The molecule is a CDP-diacylglycerol in which the phosphatidyl acyl groups at positions 1 and 2 are specified as stearoyl and linoleoyl respectively. It has a role as a human metabolite. It derives from an octadecanoic acid and a linoleic acid. It is a conjugate acid of a CDP-1-stearoyl-2-linoleoyl-sn-glycerol(2-). CCCCCCCCCCCCCCCCCC(=O)OC[C@H](COP(=O)(O)OP(=O)(O)OC[C@@H]1[C@H]([C@H]([C@@H](O1)N2C=CC(=NC2=O)N)O)O)OC(=O)CCCCCCC/C=C\\C/C=C\\CCCCC